O=C1OC2=CC(=CC=C2C=C1)OCCCOC1=CC=C(C(=O)OC)C=C1 methyl 4-(3-((2-oxo-2H-chromen-7-yl)oxy)propoxy)benzoate